N-((S)-((S)-3,3-difluorocyclohexyl)(5-((S)-2-methoxy-1-((S)-2-oxo-4-(trifluoromethyl)imidazolidin-1-yl)ethyl)benzo[d]oxazol-2-yl)methyl)-4-ethylisoxazole-3-carboxamide FC1(C[C@H](CCC1)[C@H](NC(=O)C1=NOC=C1CC)C=1OC2=C(N1)C=C(C=C2)[C@@H](COC)N2C(N[C@@H](C2)C(F)(F)F)=O)F